C(C)(C)(C)CC(=S)O tert-butyl-thioacetic acid